S1C=NC2=C1C=CC(=C2)N(C(C(CC2=CC=CC=C2)C2(C(=O)N)CC(C(=O)NC1=CC=C(C=C1)C(F)(F)F)=CC=C2)=O)C 1-(1-(benzothiazol-5-yl-(methyl)amino)-1-oxo-3-phenylpropane-2-yl)-N3-(4-(trifluoromethyl)phenyl)isophthalamide